CC(C[C@@H](B1OC([C@@H]2CSC[C@H](C(O1)=O)N2C)=O)NC([C@H](CC2=CC=CC=C2)NC(=O)C2=NC=CN=C2)=O)C N-((S)-1-(((R)-3-methyl-1-((1R,7S)-11-methyl-2,6-dioxo-3,5-dioxa-9-thia-11-aza-4-borabicyclo[5.3.1]undecan-4-yl)butyl)amino)-1-oxo-3-phenylpropan-2-yl)pyrazine-2-carboxamide